Lysinoalanin N([C@@H](CCCCN)C(=O)O)N[C@@H](C)C(=O)O